propylene glycol acetate dibutyrate C(CCC)(=O)O.C(CCC)(=O)O.C(C)(=O)O.C(C(C)O)O